1-[7-[7-(3-hydroxy-1-naphthyl)-2-[(1-methylpyrrolidin-2-yl)methoxy]-5,6,7,8-tetrahydroquinazolin-4-yl]-2,7-diazaspiro[3.5]nonan-2-yl]prop-2-en-1-one OC=1C=C(C2=CC=CC=C2C1)C1CCC=2C(=NC(=NC2C1)OCC1N(CCC1)C)N1CCC2(CN(C2)C(C=C)=O)CC1